N-[2-[(3-aminocyclobutyl)amino]-2-oxo-ethyl]-4-[[3-[1-(cyanomethyl)-3-(trifluoromethyl)pyrazol-4-yl]imidazo[1,2-a]pyrazin-8-yl]amino]-2-methyl-benzamide formate C(=O)O.NC1CC(C1)NC(CNC(C1=C(C=C(C=C1)NC=1C=2N(C=CN1)C(=CN2)C=2C(=NN(C2)CC#N)C(F)(F)F)C)=O)=O